ClC=1C=CC2=C(N(CC(O2)C(=O)NC23CC(C2)(C3)NC(COC3=CC(=C(C=C3)Cl)F)=O)C(C(C(F)(F)F)(F)F)=O)C1 6-chloro-N-{3-[2-(4-chloro-3-fluorophenoxy)acetamido]bicyclo[1.1.1]pent-1-yl}-4-(2,2,3,3,3-pentafluoropropionyl)-3,4-dihydro-2H-1,4-benzoxazine-2-carboxamide